N-methyl-3-(1-methyl-1H-tetrazol-5-yl)-4-((4-(trifluoromethoxy)phenyl)amino)benzenesulfonamide CNS(=O)(=O)C1=CC(=C(C=C1)NC1=CC=C(C=C1)OC(F)(F)F)C1=NN=NN1C